C(CCCCCCC\C=C/CCCCCCCC)(=O)OCC(COC(CCCCCCC\C=C/CCCCCCCC)=O)(COC(CCCCCCC\C=C/CCCCCCCC)=O)COC(CCCCCCC\C=C/CCCCCCCC)=O Pentaerythritol tetraoleate